CC1=NC=C(C=N1)NC(=O)[C@H]1CC12CCN(CC2)C(=O)OC(C(F)(F)F)C(F)(F)F 1,1,1,3,3,3-hexafluoropropan-2-yl (S)-1-((2-methylpyrimidin-5-yl)carbamoyl)-6-azaspiro[2.5]octane-6-carboxylate